(2r,3s,5r)-2-(((6-(5-(difluoromethoxy)-4-methylpyrimidin-2-yl)bicyclo[4.1.0]hept-3-yl)oxy)methyl)-5-methyl-3-(methylsulfonyl)pyrrolidine-1-carboxylic acid methyl ester COC(=O)N1[C@@H]([C@H](C[C@H]1C)S(=O)(=O)C)COC1CC2CC2(CC1)C1=NC=C(C(=N1)C)OC(F)F